C1(CCCC1)CCCCCCCCCCC(=O)O cyclopentaneundecanoic acid